4-(6-chloro-2-((2,2-difluorotetra-hydro-1H-pyrrolizin-7a(5H)-yl)methoxy)-8-fluoro-4-(piperazin-1-yl)quinazolin-7-yl)benzo[d]thiazol-2-amine ClC=1C=C2C(=NC(=NC2=C(C1C1=CC=CC2=C1N=C(S2)N)F)OCC21CCCN1CC(C2)(F)F)N2CCNCC2